1-((4-bromophenyl)sulfonyl)-5-(2,4-difluorophenyl)-1H-pyrrole-3-carbaldehyde BrC1=CC=C(C=C1)S(=O)(=O)N1C=C(C=C1C1=C(C=C(C=C1)F)F)C=O